COC(CCC1(CC(C1)C(=O)[O-])[N+](=O)[O-])=O 3-(3-methoxy-3-oxopropyl)-3-nitrocyclobutane-1-carboxylate